(S)-2-(tert-butoxy)-2-(4-(3,4-dimethylphenyl)-2-methylquinolin-3-yl)acetic acid C(C)(C)(C)O[C@H](C(=O)O)C=1C(=NC2=CC=CC=C2C1C1=CC(=C(C=C1)C)C)C